CC1=CC=C(C(=S)OC2OCCC2)C=C1 (tetrahydrofuran-2-yl) 4-methylthiobenzoate